C(#N)C1=C(N=C2N(C1=O)C=C(C=C2[C@@H](C)NC2=C(C(=O)O)C=CC=C2)C)N2CC([C@H](C2)OC)(F)F 2-(((R)-1-(3-cyano-2-((S)-3,3-difluoro-4-methoxypyrrolidin-1-yl)-7-methyl-4-oxo-4H-pyrido[1,2-a]pyrimidin-9-yl)ethyl)amino)benzoic acid